(S)-tert-butyl (4-(2-fluoro-5-(4,4,5,5-tetramethyl-1,3,2-dioxaborolan-2-yl)phenyl)-4-methyl-4H-1,3-thiazin-2-yl)((2-(trimethylsilyl)ethoxy)methyl)carbamate FC1=C(C=C(C=C1)B1OC(C(O1)(C)C)(C)C)[C@]1(N=C(SC=C1)N(C(OC(C)(C)C)=O)COCC[Si](C)(C)C)C